ClC1=CC2=C(N=CN(C2=O)CC2(CCN(CC2)C(C2=C(C=C(C=C2)C)Cl)=O)O)N1C1=CC(=C(C=C1)[C@@H]1NC[C@H](OC1)C)C 6-Chloro-3-((1-(2-chloro-4-methylbenzoyl)-4-hydroxypiperidin-4-yl)methyl)-7-(3-methyl-4-((3s,6r)-6-methylmorpholin-3-yl)phenyl)-3,7-dihydro-4H-pyrrolo[2,3-d]pyrimidin-4-one